tert-butyl (3-(2,3'-difluoro-[1,1'-biphenyl]-3-yl)-1-(methoxy(methyl)amino)-1-oxopropan-2-yl)carbamate FC1=C(C=CC=C1CC(C(=O)N(C)OC)NC(OC(C)(C)C)=O)C1=CC(=CC=C1)F